2-methacryloyloxyethyl-choline phthalate C(C=1C(C(=O)[O-])=CC=CC1)(=O)[O-].C(C(=C)C)(=O)OCCOCC[N+](C)(C)C.C(C(=C)C)(=O)OCCOCC[N+](C)(C)C